C(C)(C)(CCCC)O tertheptyl alcohol